2-(3-cyano-4-(4-(diphenylamino)styryl)-5,5-dimethylfuran-2(5H)ylidene)malononitrile C(#N)C=1C(OC(C1C=CC1=CC=C(C=C1)N(C1=CC=CC=C1)C1=CC=CC=C1)(C)C)=C(C#N)C#N